C(C)(C)(C)OC(=O)N[C@H](C#CC1=C(C(=O)O)C=C(C=C1)F)C (S)-2-(3-((t-butoxycarbonyl)amino)but-1-yn-1-yl)-5-fluorobenzoic acid